Cl.Cl.C[C@H]1N(C[C@H](NC1)C)CCOC1=C(C=C(C=C1)N1C(N(C(C1(C)C)=O)C1=CC(=C(C#N)C=C1)C(F)(F)F)=S)CC 4-(3-(4-(2-((2R,5r)-2,5-dimethylpiperazin-1-yl)ethoxy)-3-ethylphenyl)-4,4-dimethyl-5-oxo-2-thioxoimidazolidin-1-yl)-2-(trifluoromethyl)benzonitrile dihydrochloride